3-(3-fluoro-4-((methylsulfonyl)methyl)phenyl)-7-(1-(2-oxo-2H-pyran-3-yl)ethyl)-1H-indole-2-carboxylic acid FC=1C=C(C=CC1CS(=O)(=O)C)C1=C(NC2=C(C=CC=C12)C(C)C=1C(OC=CC1)=O)C(=O)O